(E)-ethyl 3-(2-(1-methyl-1H-pyrazol-4-yl)thiazol-4-yl)acrylate CN1N=CC(=C1)C=1SC=C(N1)/C=C/C(=O)OCC